(S)-2-((2,3-dihydroxypropyl)amino)-1-(4-(2-(3,4-dimethoxyphenyl)-3-isopropyl-1H-indol-5-yl)piperidin-1-yl)ethan-1-one O[C@@H](CNCC(=O)N1CCC(CC1)C=1C=C2C(=C(NC2=CC1)C1=CC(=C(C=C1)OC)OC)C(C)C)CO